C(C1=CC=CC=C1)O[C@H](CCCCO[Si](C1=CC=CC=C1)(C1=CC=CC=C1)C(C)(C)C)C (S)-((5-(Benzyloxy)hexyl)oxy)(tert-butyl)diphenylsilane